C1(CCCC1)N1C(=CC2=C1N=C(N=C2)NC=2N=NC(=CC2)N2CCN(CC2)C(C)C)C(=O)O 7-cyclopentyl-2-[6-(4-isopropyl-piperazin-1-yl)-pyridazin-3-ylamino]-7H-pyrrolo[2,3-d]pyrimidine-6-carboxylic acid